Cl.C1=CC(OC(=O)C)=C2C=3[C@@]45[C@@H](O2)[C@@H](OC(=O)C)C=C[C@H]4[C@@H](CC13)N(C)CC5 (Heroin) HCl